BrC1=C(C=CC(=C1)[N+](=O)[O-])N1C[C@@H](CCC1)NC1=NC=NC(=C1)N1CCOCC1 N-[(3R)-1-(2-bromo-4-nitro-phenyl)-3-piperidyl]-6-morpholino-pyrimidin-4-amine